ClC1=CC=C(C=C1)C1=CC2=C(N=CN(C2=O)[C@H](C)C(C)(C)O)C(=N1)C=1C=NN(C1)C (R)-6-(4-chlorophenyl)-3-(3-hydroxy-3-methylbutan-2-yl)-8-(1-methyl-1H-pyrazol-4-yl)pyrido[3,4-d]pyrimidin-4(3H)-one